methyl 3-(2'-(2-ethoxypyridin-3-yl)-1-(3-methoxy-2-(trifluoromethyl)phenyl)-6'H-spiro[piperidine-4,5'-[1,7]naphthyridin]-7'(8'H)-yl)-3-oxopropanoate C(C)OC1=NC=CC=C1C1=NC=2CN(CC3(C2C=C1)CCN(CC3)C3=C(C(=CC=C3)OC)C(F)(F)F)C(CC(=O)OC)=O